2-amino-N-(((4-((4-(3-((2-(2,6-dioxopiperidin-3-yl)-1-oxoisoindolin-5-yl)methyl)ureido)phenoxy)methyl)benzyl)oxy)methyl)acetamide NCC(=O)NCOCC1=CC=C(C=C1)COC1=CC=C(C=C1)NC(=O)NCC=1C=C2CN(C(C2=CC1)=O)C1C(NC(CC1)=O)=O